CC1=NC(=CC=C1N1CCN(CC1)CC=1C=C(C=2C3=C(C(NC2C1)=O)C=CO3)F)C(NC)=O 7-((4-(2-methyl-6-(methylcarbamoyl)pyridin-3-yl)piperazin-1-yl)methyl)-9-fluorofuro[3,2-c]quinolin-4(5H)-one